di-(2-ethylhexyl) tetrahydrophthalate C(C1C(C(=O)OCC(CCCC)CC)CCC=C1)(=O)OCC(CCCC)CC